(2S,4r)-N-[2-[(3-bromo-1-methyl-pyrazolo[3,4-d]pyrimidin-4-yl)amino]ethyl]-1-[(2S)-2-(4-cyclopropyltriazol-1-yl)-3,3-dimethyl-butyryl]-4-hydroxy-pyrrolidine-2-carboxamide BrC1=NN(C2=NC=NC(=C21)NCCNC(=O)[C@H]2N(C[C@@H](C2)O)C([C@H](C(C)(C)C)N2N=NC(=C2)C2CC2)=O)C